COC1=C(C=CC=N1)CNC 6-methoxy-5-((methylamino)methyl)pyridin